C(CCCCCC)(=O)N[C@@H](CN1N=NC(=C1)C1=CC=C(C(=O)N2CC(C(C2)C(=O)N[C@@H]2[C@H](C2)C2=CC=CC=C2)C(=O)N[C@@H]2[C@H](C2)C2=CC=CC=C2)C=C1)C(=O)NCCCCCC 1-(4-(1-((S)-2-heptanamido-3-(hexylamino)-3-oxopropyl)-1H-1,2,3-triazol-4-yl)benzoyl)-N3,N4-bis((1S,2R)-2-phenylcyclopropyl)pyrrolidine-3,4-dicarboxamide